P(=O)(O)(O)O.C(#C)C(C(C=O)O)O 3-ethynylglyceraldehyde phosphate